C(C)C1CN(CCN1CC=1N=NC=CC1)C1=C(C#N)C(=CC(=C1)CC(C)C)F 2-(3-ethyl-4-(pyridazin-3-ylmethyl)piperazin-1-yl)-6-fluoro-4-isobutylbenzonitrile